bis-ethoxysilicon C(C)O[Si]OCC